C(C)(C)N1CCN(CC1)[C@H]1CN(CC1)C(=O)OC(C)(C)C tert-Butyl (R)-3-(4-isopropylpiperazin-1-yl)pyrrolidine-1-carboxylate